ClC1=C(C=C(C(=C1N=S(=O)(C)C)C)F)SCCC(=O)[O-] 3-((2-chloro-3-((dimethyl(oxo)-λ6-sulfanylidene)amino)-4-Methyl-fluorophenyl)thio)propionate